C(C)(C)(C)OC(=O)N[C@@H](C[Zn]I)C(=O)OC [(2R)-2-(tert-butoxycarbonylamino)-3-methoxy-3-oxopropyl]-iodo-zinc